C(#N)C=1C=CC2=C(N(C([C@H](CS2)NC(OC(C)(C)C)=O)=O)CC2=CC=C(C=C2)C2=NOC(=N2)C2CC2)C1 tert-butyl N-[(3R)-7-cyano-5-[[4-(5-cyclopropyl-1,2,4-oxadiazol-3-yl)phenyl]methyl]-4-oxo-2,3-dihydro-1,5-benzothiazepin-3-yl]carbamate